ClC1=C(C(=NC(=N1)C)N1CCOCC1)OC 4-(6-chloro-5-methoxy-2-methylpyrimidin-4-yl)morpholine